C(C)(C)(C)[Si](OCC(O)C1=NC=C(C=C1)F)(C)C 2-[Tert-butyl-(dimethyl)silyl]oxy-1-(5-fluoro-2-pyridinyl)ethanol